C1(CC1)C1=C2CN(C(C2=CC=C1F)=O)C1=CC(=CC=C1)C1(COC1)CC1=NN=CN1C 4-cyclopropyl-5-fluoro-2-(3-{3-[(4-methyl-1,2,4-triazol-3-yl)methyl]oxetan-3-yl}phenyl)-3H-isoindol-1-one